C(CC=CCC)OC(C=1C(O)=CC=CC1)=O salicylic acid-3-hexenyl ester